P(=O)([O-])([O-])F.[NH4+].[NH4+] ammonium monofluorophosphate